CC(C)(CCC)OC1=C(C=O)C=CC=C1 (2-methylpent-2-yloxy)benzaldehyde